(S)-7-(3-methyl-1H-pyrrolo[2,3-b]pyridin-5-yl)-2-(2-methylthiazol-5-yl)-5-(pyrrolidin-2-yl)-1,2,3,4-tetrahydroisoquinoline CC1=CNC2=NC=C(C=C21)C2=CC(=C1CCN(CC1=C2)C2=CN=C(S2)C)[C@H]2NCCC2